1-(4-(difluoromethyl)pyrimidin-5-yl)cyclopropane-1-carboxylic acid FC(C1=NC=NC=C1C1(CC1)C(=O)O)F